CS(=O)(=O)C1=CC=C(S1)C(=O)NC1CCC(CC1)NC1=CC(=NC2=CC=C(C=C12)Cl)C(F)(F)F 5-(methylsulfonyl)-N-[(1s,4s)-4-{[6-chloro-2-(trifluoromethyl)quinolin-4-yl]amino}cyclohexyl]thiophene-2-carboxamide